5-fluoro-N2-(5-methoxy-4-(3-(pyrrolidin-1-yl)propoxy)pyridin-2-yl)-N4,6-dimethylpyridine-2,4-diamine FC=1C(=CC(=NC1C)NC1=NC=C(C(=C1)OCCCN1CCCC1)OC)NC